1-((1-(2,5-difluoro-4-(1-(Tetrahydro-2H-pyran-2-yl)-1H-pyrazol-4-yl)phenyl)piperidin-4-yl)methyl)pyrrolidin-2-one FC1=C(C=C(C(=C1)C=1C=NN(C1)C1OCCCC1)F)N1CCC(CC1)CN1C(CCC1)=O